C(C)(C)(C)C1N(CCC(C1)(C#N)CN=[N+]=[N-])C(=O)OC(C(F)(F)F)(C(F)(F)F)C(F)(F)F nonafluorotert-butanol Tert-butyl-4-(azidomethyl)-4-cyanopiperidine-1-carboxylate